C(CCC)OOC(CCC(C)(C)C)=O Butylperoxyneoheptanoate